CSCC1=CC=CC=C1 Methyl-Thiotoluene